(R)-8-(6-(tert-butyl)-5-fluoropyridin-3-yl)-6-imino-3-methyl-3,4-dihydro-2H,6H-pyrimido[2,1-b][1,3]thiazine-7-carbonitrile C(C)(C)(C)C1=C(C=C(C=N1)C=1N=C2SC[C@@H](CN2C(C1C#N)=N)C)F